C(C)(C)(C)OC(=O)N(C(OC(C)(C)C)=O)C=1C(=NC=CC1C)C(F)F tert-Butyl N-tert-butoxycarbonyl-N-[2-(difluoromethyl)-4-methyl-3-pyridyl]carbamate